2-(3-((1R,3r)-1-(4-methyl-4H-1,2,4-triazol-3-yl)-3-((R)-methylsulfinyl)cyclobutyl)-phenyl)-6-(((1-methylcyclobutyl)amino)methyl)-4-(trifluoromethyl)isoindolin-1-one CN1C(=NN=C1)C1(CC(C1)[S@](=O)C)C=1C=C(C=CC1)N1C(C2=CC(=CC(=C2C1)C(F)(F)F)CNC1(CCC1)C)=O